C(CCC)[C@H]1CS(C2=C(N(C1)C1=CC=C(C=C1)F)C=C(C(=C2)O/C=C/C(=O)OC(C)(C)C)SCC)(=O)=O |r| racemic-tert-butyl (E)-3-((3-butyl-7-(ethylthio)-5-(4-fluorophenyl)-1,1-dioxido-2,3,4,5-tetrahydro-1,5-benzothiazepin-8-yl)oxy)acrylate